C(C)(=O)O[C@H]1COC2=C1C=C(C=C2S(NC2=C(C(=C(C=C2)F)C=2C=C1C=NC(=NC1=C(C2)F)NC2CCN(CC2)C)F)(=O)=O)Cl (3R)-5-chloro-7-[(2,4-difluoro-3-{8-fluoro-2-[(1-methylpiperidin-4-yl) amino] quinazolin-6-yl} phenyl) sulfamoyl]-2,3-dihydro-1-benzofuran-3-yl acetate